tert-butyl 7-chloro-2-oxospiro[indoline-3,4'-piperidine]-1'-carboxylate ClC=1C=CC=C2C1NC(C21CCN(CC1)C(=O)OC(C)(C)C)=O